C(CCCCC)(=O)OCN1C(C=C(C2=CC=C(C=C12)CCN1CCN(CC1)C1=CC(=CC=2SC=CC21)F)Cl)=O (4-chloro-7-(2-(4-(6-fluorobenzo[b]thiophen-4-yl)piperazin-1-yl)ethyl)-2-oxoquinolin-1(2H)-yl)methyl hexanoate